C(C(=O)OC1C(=C(C=CC1=C=O)C1=C(C=C(C(=C1)Cl)Cl)Cl)OCCCCC)(=O)OC1C(=C(C=CC1=C=O)C1=C(C=C(C(=C1)Cl)Cl)Cl)OCCCCC bis(2,4,5-trichlorophenyl-6-carbonyl-pentoxyphenyl) oxalate